4-chloro-2-pyridineformamide ClC1=CC(=NC=C1)C(=O)N